5,7-bis-(2-ethylhexyl)benzo[1,2-c:4,5-c']dithiophene-4,8-dione C(C)C(CC1=C2C(=C(S1)CC(CCCC)CC)C(C=1C(=CSC1)C2=O)=O)CCCC